[2-chloro-3-(2-oxa-6-azaspiro[3.3]heptan-6-yl)phenyl]-[rac-(7R,9aS)-7-(4-chlorophenyl)-7-hydroxy-3,4,6,8,9,9a-hexahydro-1H-pyrido[1,2-a]pyrazin-2-yl]methanone ClC1=C(C=CC=C1N1CC2(COC2)C1)C(=O)N1C[C@H]2N(CC1)C[C@](CC2)(O)C2=CC=C(C=C2)Cl |r|